4-fluoro-1-(2-(trifluoromethyl)phenyl)piperidin FC1CCN(CC1)C1=C(C=CC=C1)C(F)(F)F